citrulline-(p-aminobenzyl carbamate) NC1=CC=C(CNC(O)=O)C=C1.N[C@@H](CCCNC(=O)N)C(=O)O